Dimethylformamide-d CC(=O)N([2H])C